methyl 3-(4-hydroxyphenyl)propanoate OC1=CC=C(C=C1)CCC(=O)OC